6-{[3-(2,3-dichloro-6-fluorophenyl)azetidin-3-yl]amino}-8-fluoro-3H-quinazolin-4-one ClC1=C(C(=CC=C1Cl)F)C1(CNC1)NC=1C=C2C(NC=NC2=C(C1)F)=O